ClC1=NC=C(C(=C1)NC1CCC(CC1)(O)C)C1=NC=C(N=C1)CO (1s,4s)-4-((2-chloro-5-(5-(hydroxymethyl)pyrazin-2-yl)pyridin-4-yl)amino)-1-methylcyclohexan-1-ol